C1(CCCC1)CC=1N=C2N(N=C(C(=C2C)C)N2CC=3C=C(C=NC3CC2)C=2C=NC(=CC2)C)C(C1)=O 2-(cyclopentylmethyl)-8,9-dimethyl-7-(3-(6-methylpyridin-3-yl)-7,8-dihydro-1,6-naphthyridin-6(5H)-yl)-4H-pyrimido[1,2-b]pyridazin-4-one